NC1=CC=C(CC[Si](O[Si](C)(C)CCC2=CC=C(C=C2)N)(C)C)C=C1 1,3-bis(p-aminophenethyl)-1,1,3,3-tetramethyldisiloxane